C[C@H]1N(CCC1)C1CCC2=C(CC1)C=C(C=C2)C=2C=C1C(=NC2)NN=C1C1=CC2=C(C(NCCO2)=O)C=C1 8-(5-{7-[(2R)-2-Methylpyrrolidin-1-yl]-6,7,8,9-tetrahydro-5H-benzo[7]annulen-2-yl}-1H-pyrazolo[3,4-b]pyridin-3-yl)-2,3,4,5-tetrahydro-1,4-benzoxazepin-5-one